C(#N)C1=C(C=C(C2=C1CCO2)C2=CC=C(C=C2)OC(F)(F)F)NCC(C(=O)N(C)O)=C 2-(((4-Cyano-7-(4-(trifluoromethoxy)phenyl)-2,3-dihydrobenzofuran-5-yl)amino)methyl)-N-hydroxy-N-methylacrylamide